benzyl-1-(2,6-dimethoxyphenyl)-2-(6-ethoxypyridin-2-yl)-1H-imidazo[4,5-b]pyrazine-6-carboxamide C(C1=CC=CC=C1)C=1N=C2C(=NC1C(=O)N)N(C(=N2)C2=NC(=CC=C2)OCC)C2=C(C=CC=C2OC)OC